C1(=CC=CC=C1)C1=NC=CC(=N1)C=1N=NN(C1)CCOC1=CC=C2CCC3(C2=C1)CCC(CC3)C(=O)O 6'-{2-[4-(2-phenylpyrimidin-4-yl)-1H-1,2,3-triazol-1-yl]ethoxy}-2',3'-dihydrospiro[cyclohexane-1,1'-indene]-4-carboxylic acid